(E)-N1-(3-(dimethylamino)propyl)-N8-hydroxy-2-((naphthalen-1-yloxy)methyl)oct-2-enediamide Phosphorus [P].CN(CCCNC(\C(=C\CCCCC(=O)NO)\COC1=CC=CC2=CC=CC=C12)=O)C